(3,4,5-tris(methoxy-d3)phenyl)methanol C(OC=1C=C(C=C(C1OC([2H])([2H])[2H])OC([2H])([2H])[2H])CO)([2H])([2H])[2H]